CN(N=C1CC2(CN(C2)C(=O)OC(C)(C)C)C1)C tert-Butyl 6-(dimethylhydrazinylidene)-2-azaspiro[3.3]heptane-2-carboxylate